FC1=C(C=CC(=C1F)OC)C1=CN=C2N1C=CN=C2NC2=CC(=C(C(=O)NCCCCCN(CCCNC(OC(C)(C)C)=O)C)C=C2)CC tert-butyl N-[3-[5-[[4-[[3-(2,3-difluoro-4-methoxy-phenyl)imidazo[1,2-a]pyrazin-8-yl]amino]-2-ethyl-benzoyl]amino]pentyl-methyl-amino]propyl]carbamate